3-(5-(4-((2-azaspiro[3.3]heptan-2-yl)methyl)pyridin-2-yl)-1-oxoisoindolin-2-yl)piperidine-2,6-dione C1N(CC12CCC2)CC2=CC(=NC=C2)C=2C=C1CN(C(C1=CC2)=O)C2C(NC(CC2)=O)=O